CC=CC(CCC)=O 2-Hepten-4-one